2-[[4-(4-fluoro-3-methyl-phenyl)-7-hydroxy-3-(2-hydroxy-1-methyl-ethyl)-1-isoquinolyl]oxy]acetic acid FC1=C(C=C(C=C1)C1=C(N=C(C2=CC(=CC=C12)O)OCC(=O)O)C(CO)C)C